C(C)OC(C(CC(C)C)N1C(C=CC(=C1)CN1CC(C1)F)=O)=O.NC=1C2=C(N=CN1)N(C(=C2C=2NC1=CC=CC=C1C2)C2=CC=C(C=C2)NC(C=C)=O)C N-(4-(4-amino-5-(1H-indol-2-yl)-7-methyl-7H-pyrrolo[2,3-d]pyrimidin-6-yl)phenyl)acrylamide ethyl-2-(5-((3-fluoroazetidin-1-yl)methyl)-2-oxopyridin-1(2H)-yl)-4-methylpentanoate